FC1(C(N(C2=C(O1)C=C(C(=C2F)C2=C(C(=C(C(=C2F)F)F)F)F)F)CC#C)=O)F 2,2,5,7-tetrafluoro-6-(perfluorophenyl)-4-(prop-2-yn-1-yl)-2H-benzo[b][1,4]oxazin-3(4H)-one